ClC1=C(C(=C(C(=C1B1OC(C(O1)(C)C)(C)C)[2H])[2H])[2H])NC(=O)C=1N(C2=C(CN(CC2)C(=O)OC(C)(C)C)N1)C([2H])([2H])[2H] tert-butyl 2-((2-chloro-3-(4,4,5,5-tetramethyl-1,3,2-dioxaborolan-2-yl)phenyl-4,5,6-d3)carbamoyl)-1-(methyl-d3)-1,4,6,7-tetrahydro-5H-imidazo[4,5-c]pyridine-5-carboxylate